N-[(2-aminoquinolin-7-yl)methyl]-N-(4-fluoro-2-methanesulfonylphenyl)-2-methylpyrimidine-5-carboxamide NC1=NC2=CC(=CC=C2C=C1)CN(C(=O)C=1C=NC(=NC1)C)C1=C(C=C(C=C1)F)S(=O)(=O)C